1-(2-chlorophenyl)-2-(pyridin-2-yl)ethan-1-one boron difluoride [B](F)F.ClC1=C(C=CC=C1)C(CC1=NC=CC=C1)=O